C(C1=CC=CC=C1)N(CCCNC(=O)C1=CC2=C(C=3CCCCC3N=C2C=C1)Cl)C N-(3-(benzyl(methyl)amino)propyl)-9-chloro-5,6,7,8-tetrahydroacridine-2-carboxamide